IC1=CC=C(C(=O)NC2=NOC(=N2)C2=CC=C(C=C2)OC)C=C1 4-iodo-N-(5-(4-methoxyphenyl)-1,2,4-oxadiazol-3-yl)benzamide